C(N)(OCC1=C(C=CC(=C1)C1=NN(C=C1)C1=C(C=C(C=C1F)C#C)F)C)=O [[5-[1-(4-ethynyl-2,6-difluorophenyl)-1H-pyrazol-3-yl]-2-methylphenyl] methyl] carbamate